3-[3-methyl-2-oxo-5-(3-[[7-(prop-2-yn-1-yloxy)heptyl]oxy]prop-1-yn-1-yl)-1,3-benzodiazol-1-yl]piperidine-2,6-dione CN1C(N(C2=C1C=C(C=C2)C#CCOCCCCCCCOCC#C)C2C(NC(CC2)=O)=O)=O